C(C)N(C(C(C)C)=O)C(C)C N-ethyl-N-(1-methylethyl)-2-methylpropanamide